2,4,6-Tridimethylaminomethylphenol CN(C)CC1=C(C(=CC(=C1)CN(C)C)CN(C)C)O